O1C2=C(OCC1)C(=CC=C2)C(CCC(=O)C2=CC(=CC=C2)F)=O 1-(2,3-Dihydrobenzo[b][1,4]dioxin-5-yl)-4-(3-fluorophenyl)butane-1,4-dione